tin dilaurate acetate C(C)(=O)[O-].C(CCCCCCCCCCC)(=O)[O-].C(CCCCCCCCCCC)(=O)[O-].[Sn+3]